ClC=1C(=NC(=NC1)NC1=C(C=C(C(=C1)C)N1CCC(CC1)N1C[C@@H]2CN(C[C@@H]2C1)C)OC)NC1=CC2=C(OCCO2)C=C1 6-((5-Chloro-2-((2-methoxy-5-methyl-4-(4-((3aR,6aS)-5-methylhexahydropyrrolo[3,4-c]pyrrol-2(1H)-yl)piperidin-1-yl)phenyl)amino)pyrimidin-4-yl)amino)-2,3-dihydrobenzo[b][1,4]dioxin